1-neopentyl-cyclopropan-1-amine C(C(C)(C)C)C1(CC1)N